ClC=1C=2N(C=CC1SC1=CN=C(N(C1=C=O)C)N1CCC3([C@@H]([C@@H](OC3)C)N[S@](=O)C(C)(C)C)CC1)N=CC2 (R)-N-((3S,4S)-8-(5-((4-chloropyrazolo[1,5-a]pyridin-5-yl)thio)-1-methyl-6-carbonyl-1,6-dihydropyrimidin-2-yl)-3-methyl-2-oxa-8-azaspiro[4.5]decan-4-yl)-2-methylpropane-2-sulfinamide